NCCS(=O)(=O)OC(CCCCCCCCCCCC)=O.[K] potassium methyllauroyl taurate